2,4-dichloro-6-(4-methylphenyl)-1,3,5-triazine ClC1=NC(=NC(=N1)Cl)C1=CC=C(C=C1)C